ClC=1C=C(C=2N(N1)C=CN2)N2CC1(C2)CCC1 6-chloro-8-(2-azaspiro[3.3]heptan-2-yl)imidazo[1,2-b]pyridazine